1-[(2-methoxy-pyridin-4-yl)methyl]-3-[rac-(1R,2R,4S)-2-bicyclo[2.2.1]heptanyl]urea COC1=NC=CC(=C1)CNC(=O)N[C@H]1[C@@H]2CC[C@H](C1)C2 |r|